OC(CC(C(=O)[O-])=O)(C)C.[Rh+].CN1C=C(C2=CC=CC=C12)C1=NC(=NC=C1SC)Cl 1-methyl-3-(5-methylthio-2-chloro-4-pyrimidyl)indole rhodium (i) 4-hydroxy-2-oxo-4-methyl-pentanoate